(2-allyl-sulfonyl-benzimidazol-1-yl)-acetic acid C(C=C)S(=O)(=O)C1=NC2=C(N1CC(=O)O)C=CC=C2